tert-butyl (3-(1-cyanovinyl)-2-oxoindol-3-yl) carbonate C(OC(C)(C)C)(OC1(C(NC2=CC=CC=C12)=O)C(=C)C#N)=O